4-amino-1-(4-(aminomethyl)-2-ethoxy-6-fluorophenyl)-3-isopropyl-1H-pyrazole-5-carboxamide NC=1C(=NN(C1C(=O)N)C1=C(C=C(C=C1F)CN)OCC)C(C)C